C(C)SC=1C=CC=C(C1)B(O)O 5-ETHYLTHIOPHENYLBORONIC ACID